[NH+]1=C(C=CC=C1)C1=NC=CC=C1 bipyridin-1-ium